Cl.ClN1N2C(C(NC13CC1(C3)CCC1)=O)=CC=C(C2=O)NC=2C1=C(N=CN2)NC=C1 chloro-7''-[(7H-pyrrolo[2,3-d]pyrimidin-4-yl)amino]-1''H,3''H-dispiro[cyclobutane-1,1'-cyclobutane-3',2''-pyrido[2,1-f][1,2,4]triazine]-4'',8''-dione hydrochloride